4-(4-(3,8-diazabicyclo[3.2.1]oct-3-yl)-8-fluoro-2-((1-methyl-2-oxabicyclo[2.1.1]hexane-4-yl)methoxy)quinazolin-7-yl)-2-amino-7-fluorobenzo[b]thiophene-3-carbonitrile C12CN(CC(CC1)N2)C2=NC(=NC1=C(C(=CC=C21)C2=CC=C(C=1SC(=C(C12)C#N)N)F)F)OCC12COC(C1)(C2)C